BrC=1C=2N(C(=NC1)N1CCC3(CC1)OC1=C([C@H]3N[S@](=O)C(C)(C)C)C=CC=C1)C=CN2 (R)-N-((R)-1'-(8-bromoimidazo[1,2-c]pyrimidin-5-yl)-3H-spiro[benzofuran-2,4'-piperidin]-3-yl)-2-methylpropane-2-sulfinamide